ClC1=NC(=C(C=2NC(NC(C21)=O)=O)F)Cl 5,7-dichloro-8-fluoro-1H-pyrido[4,3-d]pyrimidine-2,4-dione